C(C)(C)(C)OC(C(CC1=CC(=CC=C1)C=1N=C(SC1)C1CC1)C1CN(CCO1)C(=O)OC(C)(C)C)=O tert-Butyl 2-[2-tert-butoxy-1-[[3-(2-cyclopropylthiazol-4-yl)phenyl]methyl]-2-oxo-ethyl]morpholine-4-carboxylate